lithium 2,4,5-tricyanoimidazolide C(#N)C=1[N-]C(=C(N1)C#N)C#N.[Li+]